C(#N)C=1C(=NC(=NC1)S(=O)(=O)C)C1=CC=C2CN(C(C2=C1)=O)C(=O)OC(C)(C)C tert-butyl 6-(5-cyano-2-(methylsulfonyl) pyrimidin-4-yl)-1-oxoisoindoline-2-carboxylate